ethyl-4-amino-6-chloro-5-fluoronicotinic acid C(C)C1=C(C(=O)O)C(=C(C(=N1)Cl)F)N